[Cl-].C(CCCCCCCCCCC)[N+](CC1=CC=CC=C1)(C)C N-lauryl-dimethyl-benzyl-ammonium chloride